[Cu] The molecule is a copper group element atom and a metal allergen. It has a role as a micronutrient and an Escherichia coli metabolite.